N[C@H](COC1=C(N(N=C1)C)C1=CC=2N(C=C1)N=C(C2)NC(=O)C2CC2)C2=CC=CC=C2 N-[5-[4-[(2S)-2-amino-2-phenyl-ethoxy]-2-methyl-pyrazol-3-yl]pyrazolo[1,5-a]pyridin-2-yl]cyclopropanecarboxamide